(7R)-2-[4-(3-cyclopropylphenoxy)phenyl]-7-[4-(2-nitrobenzene-1-sulfonyl)piperazin-1-yl]-4,5,6,7-tetrahydro-2H-pyrazolo[4,3-b]pyridine-3-carboxylic acid C1(CC1)C=1C=C(OC2=CC=C(C=C2)N2N=C3C(NCC[C@H]3N3CCN(CC3)S(=O)(=O)C3=C(C=CC=C3)[N+](=O)[O-])=C2C(=O)O)C=CC1